COC1CNCCOC2=CC=CC(C3=NNC4=CC=C(OC1)C=C34)=C2 12-methoxy-7,14-dioxa-10,19,20-triazatetracyclo[13.5.2.12,6.018,21]tricosa-1(20),2(23),3,5,15,17,21-heptaene